2,4-dimethyliodobenzene CC1=CC(=C(C=C1)I)C